bis(1-methylethyl) (E)-1,2-diazenedicarboxylate N(=N\C(=O)OC(C)C)/C(=O)OC(C)C